(Z)-4-(4-(non-6-en-4-yloxy)phenyl)butan-2-one CCCC(C\C=C/CC)OC1=CC=C(C=C1)CCC(C)=O